(R)-1-(2-methoxyethyl)-N-(5-(5-(methyl-d3)-1,2,4-oxadiazol-3-yl)-2,3-dihydro-1H-inden-1-yl)-1H-pyrazole-4-carboxamide COCCN1N=CC(=C1)C(=O)N[C@@H]1CCC2=CC(=CC=C12)C1=NOC(=N1)C([2H])([2H])[2H]